[1-[(tert-butoxy)carbonyl]azetidin-3-yl]zinc iodide [I-].C(C)(C)(C)OC(=O)N1CC(C1)[Zn+]